6-(4-ISOPROPYL-6-(4-PHENYLPIPERAZIN-1-YL)PYRIMIDIN-2-YL)-7-METHYLIMIDAZO[1,2-A]PYRIDINE C(C)(C)C1=NC(=NC(=C1)N1CCN(CC1)C1=CC=CC=C1)C=1C(=CC=2N(C1)C=CN2)C